1-((4-(chloromethyl)phenyl)carbonyl)azepan-2-one ClCC1=CC=C(C=C1)C(=O)N1C(CCCCC1)=O